P(O)(O)(=S)O[C@H]1[C@H]([C@@H](O[C@@H]1CO)N1C(=O)NC(=O)C(=C1)C)OCCOC 2'-O-methoxyethyl-5-methyluridine-3'-phosphorothioate